trimethylborate-methanol CO.COB(OC)OC